N1=C(C=CC=C1)[C@H]1NOCC1 (3S)-3-(2-pyridyl)isoxazolidine